C(=O)O.FC(C1=NN=C(S1)C1=NC=C2N1C=C(C=C2N2[C@H](CNCC2)C)S(=O)(=O)NC2(CC2)C)F (S)-3-(5-(difluoromethyl)-1,3,4-thiadiazol-2-yl)-N-(1-methylcyclopropyl)-8-(2-methylpiperazin-1-yl)imidazo[1,5-a]pyridine-6-sulfonamide formate